C(C)(C)(C)OC(NC1=C(SC2=C1CCCC2)CC)=O (2-Ethyl-4,5,6,7-tetrahydro-1-benzothien-3-yl)carbamic acid tert-butyl ester